CN1C(C=C(C(=C1)C=1C=NN(C1)CS(=O)(=O)C)C1=CC=CC=C1)=O 1-methyl-5-(1-((methyl-sulfonyl)-methyl)-1H-pyrazol-4-yl)-4-phenylpyridin-2(1H)-one